NC1=C(C(=C(C=C1)C=CC1=CC=C(C=C1)N)S(=O)(=O)O)S(=O)(=O)O 4,4'-diaminostilbene-disulfonic acid